C(#C)C=1C=C(C(=O)N[C@@H]2[C@H](CCCC2)O)C=CC1C 3-ethynyl-N-[(1s,2s)-2-hydroxycyclohexyl]-4-methylbenzamide